O1C(=NC=C1)NC(CSC=1N(C(C2=C(N1)C=CC=N2)=O)CCC2=CC=CC=C2)=O N-(oxazol-2-yl)-2-((4-oxo-3-phenethyl-3,4-dihydropyrido[3,2-d]pyrimidin-2-yl)thio)acetamide